1-isocyanato-2-(3-isocyanatopropyl)cyclohexane N(=C=O)C1C(CCCC1)CCCN=C=O